FC(C1=C2CN(C(C2=CC(=C1)CNC1(CCC1)C)=O)C1=NC(=CC(=C1)C1(CC(C1)C)C1=NN=CN1C)NCC)F 4-(difluoromethyl)-2-(6-(ethylamino)-4-((1s,3s)-3-methyl-1-(4-methyl-4H-1,2,4-triazol-3-yl)cyclobutyl)pyridin-2-yl)-6-(((1-methylcyclobutyl)amino)methyl)isoindolin-1-one